C1(CC1)C1=NC(=CC=C1O[C@@H]1C[C@H](CCC1)C(=O)O)C=1N=NN(C1COC(=O)N(C)C(C)C)C (1S,3S)-3-((2-cyclopropyl-6-(5-(((isopropyl(methyl)aminocarbonyl)oxy)methyl)-1-methyl-1H-1,2,3-triazol-4-yl)pyridin-3-yl)oxy)cyclohexane-1-carboxylic acid